4-(4-nitrophenyl)-9-methyl-3-trifluoromethylindolopyranone [N+](=O)([O-])C1=CC=C(C=C1)C=1C(C(OC=2C1N=C1C=CC=C(C12)C)=O)C(F)(F)F